C(C1=CC=CC=C1)OCN1C(N(C=CC1=O)[C@H]1[C@@H]([C@@H]2O[P@@](OC[C@H]2O1)(=S)Cl)OC)=O 3-((benzyloxy)methyl)-1-((2S,4aR,6R,7R,7aR)-2-chloro-7-methoxy-2-sulfidotetrahydro-4H-furo[3,2-d][1,3,2]dioxaphosphinin-6-yl)pyrimidine-2,4(1H,3H)-dione